CN(C1=CC=C(C=C1)C=1N=C(C=2C=CC=NC2C1)N(C)C)C 7-[4-(dimethylamino)phenyl]-N,N-dimethyl-1,6-naphthyridin-5-amine